N1N=CC(=C1)C=1SC=CN1 2-(1H-pyrazol-4-yl)thiazole